COC(=O)C1=CC=C2C(=N1)SC(=N2)N2CCC1(CC(=C1)C=1C(=NOC1C1CC1)C1=C(C=NC=C1Cl)Cl)CC2 (2-(5-cyclopropyl-3-(3,5-dichloropyridin-4-yl)isoxazol-4-yl)-7-azaspiro[3.5]non-1-en-7-yl)thiazolo[5,4-b]pyridine-5-carboxylic acid methyl ester